bis(4-t-butylphenyl)iodosulfonium C(C)(C)(C)C1=CC=C(C=C1)[S+](I)C1=CC=C(C=C1)C(C)(C)C